(1R)-4-chloro-7-methoxy-6'-(trifluoromethyl)spiro[indan-1,3'-indolin]-2'-one ClC1=C2CC[C@]3(C(NC4=CC(=CC=C34)C(F)(F)F)=O)C2=C(C=C1)OC